tert-butyl 4-(4-bromo-2-fluorobenzyl)-3-oxopiperazine-1-carboxylate tert-Butyl-4-(4-bromo-2-fluorobenzyl)-3-oxopiperazine-1-carboxylate C(C)(C)(C)OC(=O)N1CC(N(CC1)CC1=C(C=C(C=C1)Br)F)=O.BrC1=CC(=C(CN2C(CN(CC2)C(=O)OC(C)(C)C)=O)C=C1)F